N1C(=NC2=C1C=CC=C2)C2=CC(CC2(CCC)C)=O 3-(1H-benzo[d]imidazole-2-yl)-4-methyl-4-propylcyclopent-2-en-1-one